4-[6-(1-cyclopropyl-pyrazol-4-yl)pyrrolo[1,5-a]pyrimidin-3-yl]benzonitrile C1(CC1)N1N=CC(=C1)C1=CC=C2N1C=C(C=N2)C2=CC=C(C#N)C=C2